3-(5-(((S)-1-(3-fluorobicyclo[1.1.1]pentane-1-carbonyl)piperidin-2-yl)methoxy)-1-oxoisoindolin-2-yl)piperidine-2,6-dione FC12CC(C1)(C2)C(=O)N2[C@@H](CCCC2)COC=2C=C1CN(C(C1=CC2)=O)C2C(NC(CC2)=O)=O